O1CCC2=C1C(=CC=C2)CCN 2-(2,3-dihydrobenzo-furan-7-yl)ethanamine